2-fluoro-6-hydroxyphenyl-4-((2S)-2-methyl-4-(2-propenoyl)-1-piperazinyl)pyrido[2,3-d]pyrimidin-2(1H)-one FC1=C(C(=CC=C1)O)N1C(N=C(C2=C1N=CC=C2)N2[C@H](CN(CC2)C(C=C)=O)C)=O